(dimethylaminomethyl)triazole CN(C)CC=1N=NNC1